C1=C(C=CC=2C3=CC=CC=C3C12)C(=O)NCC(=O)N1CC2(OCCO2)C[C@H]1C(=O)O (S)-7-((biphenylene-2-carbonyl)glycyl)-1,4-dioxa-7-azaspiro[4.4]nonane-8-carboxylic acid